4-fluoro-3-(2-{[(2-pyridylcyclobutyl)methyl]amino}pyrimidin-5-yl)benzamide FC1=C(C=C(C(=O)N)C=C1)C=1C=NC(=NC1)NCC1(CCC1)C1=NC=CC=C1